C1=CC=CC=2C3=CC=CC=C3N(C12)C=1C=C(C=C(C1)N1C2=CC=CC=C2C=2C=CC=CC12)C1=CC=CC=C1 3,5-bis(9H-carbazol-9-yl)biphenyl